FC(C(C(C(C(C(C(C(F)(F)F)(F)F)(F)F)(F)F)(F)F)(F)F)(F)F)(C1=CC=C(N)C=C1)F 4-(Perfluorooctyl)aniline